2-methyl-5-[(4-methyl-1,3-thiazol-5-yl)methoxy]-1-benzothiophene-3-carboxylic acid CC=1SC2=C(C1C(=O)O)C=C(C=C2)OCC2=C(N=CS2)C